CB1OC([C@@H]2N1CCC2)(C2=CC=CC=C2)C2=CC=CC=C2 (R)-tetrahydro-1-methyl-3,3-diphenyl-(1H,3H)-pyrrolo[1,2-c][1,3,2]-oxazaborole